1,3,5-benzenetricarboxylic acid, tris(3-methylcyclohexylamide) CC1CC(CCC1)NC(=O)C1=CC(=CC(=C1)C(=O)NC1CC(CCC1)C)C(=O)NC1CC(CCC1)C